4-Fluoro-1-((1-fluorocyclopropyl)(methoxy)methyl)-2-methoxybenzene FC1=CC(=C(C=C1)C(OC)C1(CC1)F)OC